(5-chloro-3-(1-(2,6-difluoro-4-nitrophenyl)-3-(pyridin-4-yl)-1H-pyrazol-4-yl)-2-fluorophenyl)cyclopentanesulfonamide ClC=1C=C(C(=C(C1)C1(CCCC1)S(=O)(=O)N)F)C=1C(=NN(C1)C1=C(C=C(C=C1F)[N+](=O)[O-])F)C1=CC=NC=C1